[N+](=O)([O-])C1=C(C(=CC(=C1)[N+](=O)[O-])[N+](=O)[O-])Cl L-2,4,6-trinitrochlorobenzene